BrC1=CC=C2C(=NC(=NC2=C1F)OC[C@]12CCCN2C[C@@H](C1)F)C1C=2N(CCCN1)N=C(C2C)C(=O)NC (7-bromo-8-fluoro-2-(((2r,7as)-2-fluorohexahydro-1H-pyrrolizin-7a-yl)methoxy)quinazolin-4-yl)-N,3-dimethyl-5,6,7,8-tetrahydro-4H-pyrazolo[1,5-a][1,4]diazepine-2-carboxamide